ClC1=C(C=NC(=C1)Cl)C(=O)OC(C)(C)C tert-butyl 4,6-dichloropyridine-3-carboxylate